N-(4-(ethylsulfonyl)benzyl)-4-(1-(4-(trifluoromethyl)benzyl)pyrrolidin-3-yl)benzamide C(C)S(=O)(=O)C1=CC=C(CNC(C2=CC=C(C=C2)C2CN(CC2)CC2=CC=C(C=C2)C(F)(F)F)=O)C=C1